8-fluoro-5-methyl-4,5-dihydropyrazolo[5,1-d][1,5]benzoxazepine-3-carboxylic acid FC1=CC2=C(N3C(CC(O2)C)=C(C=N3)C(=O)O)C=C1